C1(=CC=CC=C1)C1=NN(C(=C1CC1=CC=C(C=C1)S(N)(=O)=O)C=C)C=1SC=C(N1)C(=O)O 2-(3-phenyl-4-(4-sulfamoylbenzyl)-5-vinyl-1H-pyrazol-1-yl)thiazole-4-carboxylic acid